FN1N=CC=C1 2-fluoropyrazole